2-(((butylthio)carbonothioyl)-thio)-propanoic acid C(CCC)SC(=S)SC(C(=O)O)C